FC(C1(C(=CC=CC1N)C1=CC=CC=C1C(F)(F)F)N)(F)F 2,6'-bis(trifluoromethyl)biphenyldiamine